C1(=CC=CC=C1)C1CCC(CC1)C1=C(C(NC(N1)=S)=O)CC1=CC(=CC=C1)C(F)(F)F 6-((1r,4r)-4-phenylcyclohexyl)-2-thioxo-5-(3-(trifluoromethyl)benzyl)-2,3-dihydropyrimidin-4(1H)-one